N-tert-butyl-3-[[2-(3-hydroxyphenyl)acetyl]amino]benzamide C(C)(C)(C)NC(C1=CC(=CC=C1)NC(CC1=CC(=CC=C1)O)=O)=O